C(C=C)(=O)N1C[C@@H](N(CC1)C1=NC(N2C3=C(C(=C(C=C13)Cl)C1=C(C=C(C=C1F)F)F)SC[C@@H]2CC2CCN(CC2)C)=O)C (S)-7-((S)-4-acryloyl-2-methylpiperazin-1-yl)-9-chloro-3-((1-methylpiperidin-4-yl)methyl)-10-(2,4,6-trifluorophenyl)-2H-[1,4]thiazino[2,3,4-ij]quinazolin-5(3H)-one